2-isopropyl-4-methylhexanol C(C)(C)C(CO)CC(CC)C